ClC1=C(C(=CC=C1Cl)O)[C@H]1C[C@@H]2N(C(N(C2)CCO)=O)C1 (6R,7aS)-6-(2,3-dichloro-6-hydroxyphenyl)-2-(2-hydroxyethyl)-tetrahydro-1H-pyrrolo[1,2-c]imidazol-3-one